C(OC1=C(C#N)C=CC=C1)([2H])([2H])[2H] 2-(methoxy-d3)Benzonitrile